COC1=CC=C2C(=CC=NC2=N1)CC1=CC=C(CP(O)(O)=O)C=C1 (4-((7-methoxy-1,8-naphthyridin-4-yl)methyl)benzyl)phosphonic acid